(S)-2-(3-(dimethylamino)pyrrolidin-1-yl)-4-ethoxypyrimidine-5-carboxylate CN([C@@H]1CN(CC1)C1=NC=C(C(=N1)OCC)C(=O)[O-])C